C1(=CC=CC=C1)C1=NC(=NC(=N1)C1=CC=CC=C1)C1=CC=CC=C1 2,4,6-Triphenyl-1,3,5-triazin